ClC1=CC=C(N=N1)N1[C@@H]2C[C@@H]2C[C@@H]1C(=O)NC1=NC=C(C(=C1)C1=NC=C(C=N1)F)C(F)(F)F (1R,3R,5R)-2-(6-chloropyridazin-3-yl)-N-(4-(5-fluoropyrimidin-2-yl)-5-(trifluoromethyl)pyridin-2-yl)-2-azabicyclo[3.1.0]hexane-3-carboxamide